(2-(Benzyloxy)-4-(difluoromethyl)-6-hydroxyphenyl)(5-((tetrahydrofuran-3-yl)amino)indolin-1-yl)methanone C(C1=CC=CC=C1)OC1=C(C(=CC(=C1)C(F)F)O)C(=O)N1CCC2=CC(=CC=C12)NC1COCC1